ClC=1N=C(C2=C(N1)CN(CC2)C(=O)OC(C)(C)C)Cl tert-butyl 2,4-dichloro-6,8-dihydro-5H-pyrido[3,4-d]pyrimidine-7-carboxylate